3-(3-(3,5-dimethyl-1H-pyrazol-1-yl)phenyl)-3-(6-(2-(5,6,7,8-tetrahydro-1,8-naphthyridin-2-yl)ethyl)-2-azaspiro[3.3]hept-2-yl)propionic acid CC1=NN(C(=C1)C)C=1C=C(C=CC1)C(CC(=O)O)N1CC2(C1)CC(C2)CCC2=NC=1NCCCC1C=C2